C(C(=O)O)(=O)O.C(C1=CC=CC=C1)OC(=O)N1C[C@@H]([C@]12CNCC2)C.ICCC[Si](OC)(OC)OC 3-Iodopropyl-trimethoxysilane benzyl-(3S,4R)-3-methyl-1,6-diazaspiro[3.4]octane-1-carboxylate oxalate